FC1=C(C=C(C=C1)N1C(=C(C2=C1C=C1C=NNC1=C2)[C@@H]2CC[C@H](CC2)C(=O)O)C(C)C)OC trans-4-[5-(4-fluoro-3-methoxy-phenyl)-6-isopropyl-1H-pyrrolo[2,3-f]indazol-7-yl]cyclohexanecarboxylic acid